O(C1=CC=CC=C1)C1=NC(=NC(=N1)OC1=CC=CC=C1)NC=1C=C(C(=O)O)C=CC1 3-[(4,6-diphenoxy-1,3,5-triazin-2-yl)amino]benzoic acid